tert-butyl (R)-3-cyano-7-methyl-7,8-dihydro-1,6-naphthyridine-6(5H)-carboxylate C(#N)C=1C=NC=2C[C@H](N(CC2C1)C(=O)OC(C)(C)C)C